((2S,4S,6S)-2-methyl-6-(1-methyl-1H-1,2,3-triazol-4-yl)-4-(4-(trifluoromethyl)phenyl)piperidin-4-yl)methanol C[C@@H]1N[C@@H](C[C@@](C1)(C1=CC=C(C=C1)C(F)(F)F)CO)C=1N=NN(C1)C